[Ru+2].[Cl-].[Cl-].C(=O)=CC#N carbonylacetonitrile dichloride ruthenium